N(=O)NO N-nitrosohydroxylamine